ClC=1C=C(C=CC1)[C@@H](CO)N1C(N2C(C1)=CC(=C2)C2=NC(=NC=C2)NC2=CC=NN2C)=O (S)-2-(1-(3-chlorophenyl)-2-hydroxyethyl)-6-(2-((1-methyl-1H-pyrazol-5-yl)amino)pyrimidine-4-yl)-1,2-dihydro-3H-pyrrolo[1,2-c]imidazol-3-one